C(CCCCCCCCCCCCCCC)[Si](F)(CCCCCCCCCCCCCCCC)CCCCCCCCCCCCCCCC trihexadecylfluorosilane